methylenebis(ortho-ethylaniline) C(NC1=C(C=CC=C1)CC)NC1=C(C=CC=C1)CC